(cis)-4-(4-bromo-2-oxo-2,3-dihydro-1H-1,3-benzodiazol-1-yl)-N-(3,4-dimethylphenyl)cyclohexane-1-carboxamide methyl-7-chloro-2-oxo-2,3-dihydro-1H-benzimidazole-5-carboxylate COC(=O)C1=CC2=C(NC(N2)=O)C(=C1)Cl.BrC1=CC=CC=2N(C(NC21)=O)[C@H]2CC[C@H](CC2)C(=O)NC2=CC(=C(C=C2)C)C